(1s,3s)-3-((5-([1,2,4]triazolo[1,5-a]pyridin-6-yl)-4-methoxypyrrolo[2,1-f][1,2,4]triazin-2-yl)amino)-N,1-dimethylcyclobutane-1-carboxamide N=1C=NN2C1C=CC(=C2)C=2C=CN1N=C(N=C(C12)OC)NC1CC(C1)(C(=O)NC)C